tert-butyl (S)-(5-(4-hydroxycyclohexyl)-1-(methylamino)-1-oxopentan-2-yl)carbamate OC1CCC(CC1)CCC[C@@H](C(=O)NC)NC(OC(C)(C)C)=O